2-(4-methyl-3-((S or R)-1-(((R)-phenyl((R)-1,2,3,4-tetrahydropyrido[2,3-b]pyrazin-3-yl)methyl)amino)propan-2-yl)phenyl)acetic acid CC1=C(C=C(C=C1)CC(=O)O)[C@@H](CN[C@@H]([C@H]1CNC2=C(N1)N=CC=C2)C2=CC=CC=C2)C |o1:11|